IC1=CC=C(C=C1)C=1N=NN(C1)CC1=CC=C(C=C1)NC(=O)C(C(=O)OCC)CC(C)C Ethyl 2-[[4-[[4-(4-iodophenyl)triazol-1-yl]methyl]phenyl]carbamoyl]-4-methyl-pentanoate